4-cinnamamidobutyl 2-methylbut-3-enoate CC(C(=O)OCCCCNC(C=CC1=CC=CC=C1)=O)C=C